C1(CCCCC1)CNC(CC1N(C(CC1)=O)CC1=C(C(=CC=C1)F)F)=O N-(cyclohexylmethyl)-2-[1-[(2,3-difluorophenyl)methyl]-5-oxopyrrolidin-2-yl]acetamide